(R)-ethyl 6-(bromomethyl)-4-(2-bromo-4-fluorophenyl)-2-(thiazol-2-yl)-1,4-dihydropyrimidine-5-carboxylate BrCC1=C([C@@H](N=C(N1)C=1SC=CN1)C1=C(C=C(C=C1)F)Br)C(=O)OCC